N-(naphthalen-2-yl)naphtho[2,1-d]thiazol-2-amine C1=C(C=CC2=CC=CC=C12)NC=1SC2=C(N1)C=CC1=CC=CC=C12